N-((1s,4s)-4-((5-([1,2,4]triazolo[1,5-a]pyridin-6-yl)-7H-pyrrolo[2,3-d]pyrimidin-2-yl)amino)cyclohexyl)acetamide N=1C=NN2C1C=CC(=C2)C2=CNC=1N=C(N=CC12)NC1CCC(CC1)NC(C)=O